FC(C)(F)C1C(OC(O1)=O)(F)F 5-(1,1-difluoroethyl)-4,4-difluoro-1,3-Dioxolane-2-one